FC1=C(C(=O)N[C@H](C(=O)O)CC2=CC=C(C3=CC=CC=C23)C=2C(N(C3=CC=CC=C3C2C)C)=O)C(=CC=C1)F (S)-2-(2,6-difluorobenzoylamino)-3-(4-(1,4-dimethyl-2-oxo-1,2-dihydroquinolin-3-yl)naphthalen-1-yl)propionic acid